ethylenediamine nitrate palladium (II) dihydrate O.O.[Pd+2].[N+](=O)([O-])[O-].C(CN)N.[N+](=O)([O-])[O-]